6-(2-(2-methoxyethoxy)ethoxy)-N-phenylthieno[3,2-b]thiophen-3-amine COCCOCCOC1=CSC2=C1SC=C2NC2=CC=CC=C2